[N+](=O)([O-])C1=CC=C(OP(=O)(OC2=CC=CC=C2)N[C@H](C(=O)OC2CCCCCC2)C)C=C1 (2S)-cycloheptyl 2-(((4-nitrophenoxy)(phenoxy)phosphoryl)amino)propanoate